(S)-N-(3-(3-chloro-4-(6-methoxy-5-((((5-oxopyrrolidin-2-yl)methyl)amino)methyl)pyrazin-2-yl)pyridin-2-yl)-2-methylphenyl)-5-(((2-hydroxyethyl)amino)methyl)picolinamide ClC=1C(=NC=CC1C1=NC(=C(N=C1)CNC[C@H]1NC(CC1)=O)OC)C=1C(=C(C=CC1)NC(C1=NC=C(C=C1)CNCCO)=O)C